(3S,8R,9S,10S)-10-[(dimethylamino)methyl]-3-hydroxy-N-(4-methoxyphenyl)-9-[4-(2-phenylethynyl)phenyl]-1,6-diazabicyclo[6.2.0]decane-6-carboxamide CN(C)C[C@@H]1[C@@H]([C@@H]2CN(CC[C@@H](CN12)O)C(=O)NC1=CC=C(C=C1)OC)C1=CC=C(C=C1)C#CC1=CC=CC=C1